C(#N)C1=C(OC2=CC=C3N=CC(=NC3=C2)OCC2CCN(CC2)C(CN2CCC(CC2)C2=C(C=C(C=C2)NC2C(NC(CC2)=O)=O)F)=O)C(=CC=C1NS(N(C)CC)(=O)=O)F 7-[2-cyano-3-[[ethyl(methyl)sulfamoyl]amino]-6-fluorophenoxy]-2-[[1-[2-[4-[4-[(2,6-dioxopiperidin-3-yl)amino]-2-fluorophenyl]piperidin-1-yl]acetyl]piperidin-4-yl]methoxy]quinoxaline